N-(1-(4-cyanobenzyl)-1H-indazol-3-yl)-3-methylisoxazole-4-carboxamide C(#N)C1=CC=C(CN2N=C(C3=CC=CC=C23)NC(=O)C=2C(=NOC2)C)C=C1